OC1=CC=C2C(=N1)COCC2=O 2-hydroxy-8H-pyrano[3,4-b]pyridin-5-one